C1(=CC=CC=C1)S(=O)(=O)N1C2=C(C=3C=C(C=CC13)C(=O)O)CN(C2)CC2=CC=CC=C2 4-(benzenesulfonyl)-2-benzyl-1H,2H,3H,4H-pyrrolo[3,4-b]Indole-7-carboxylic acid